C1=CC(=C(C=C1C2=C([C@H](C3=C(C=C(C=C3O2)O)O)O)O)O)O The molecule is a chromenol that is 2-(3,4-dihydroxyphenyl)-4H-1-benzopyran carrying four additional hydroxy substituents at positions 3, 4, 5 and 7. It is a chromenol, a polyphenol, a secondary allylic alcohol and an enol. It is a conjugate acid of a (4S)-2,3-dehydroleucocyanidin(1-).